FC=1C=C2C(C(=CN3C2=C(C1F)OCC3)CN[C@@H]3CN(CCC3)C=3C=NC(=CC3)[N+](=O)[O-])=O 9,10-difluoro-6-({[(3S)-1-(6-nitropyridin-3-yl)hexahydropyridin-3-yl]amino}methyl)-3,7-dihydro-2H-[1,4]oxazino[2,3,4-ij]quinolin-7-one